C(C)(=O)N1CC=2N(CC1)N=C(C2C2=C1C(=NC=C2)C=[N+](O1)C)C1=CC=C(C=C1)F 7-(5-acetyl-2-(4-fluorophenyl)-4,5,6,7-tetrahydropyrazolo[1,5-a]pyrazin-3-yl)-2-methylisoxazolo[4,5-b]pyridin-2-ium